6-(3-hydroxypropylamino)-1,3-dimethyluracil OCCCNC1=CC(N(C(N1C)=O)C)=O